2-[(2E)-2-(aminomethyl)-3-fluoroprop-2-en-1-yl]-4-(5-[4-(dimethylamino)phenyl]thiophen-2-ylmethyl)-2,4-dihydro-3H-1,2,4-triazol-3-one hydrochloride Cl.NC/C(/CN1N=CN(C1=O)CC=1SC(=CC1)C1=CC=C(C=C1)N(C)C)=C\F